1,2-difluoro-3-methylbenzene FC1=C(C(=CC=C1)C)F